FC=CC(C(F)(F)F)F 1,3,4,4,4-pentafluoro-1-butene